C1(CCCCC1)NC(=O)C1=CC=C(C=C1)NC1=NC(=NC=C1F)NC1=CC=C(C(=O)O)C=C1 4-((4-((4-(cyclohexylcarbamoyl)phenyl)amino)-5-fluoropyrimidin-2-yl)amino)benzoic acid